[Br-].[NH2+]1CCCC1.[NH2+]1CCCC1.[Br-] dipyrrolidinium bromide